NC1=C2CCCC(C2=C(C=C1F)F)=O 5-Amino-6,8-difluoro-1-tetralone